CC=1C(=CN2C=CC=CC12)C1=CC=CC=C1 1-methyl-2-phenylindolizine